(1S,2S)-1-amino-1-(3-methoxyphenyl)propan-2-ol hydrochloride Cl.N[C@H]([C@H](C)O)C1=CC(=CC=C1)OC